FC(C1=CC=C(N=N1)CN1C(=NC2=C1C(=CC=C2)F)C=2C(=NON2)N)F 4-(1-((6-(difluoromethyl)pyridazin-3-yl)methyl)-7-fluoro-benzimidazol-2-yl)-1,2,5-oxadiazol-3-amine